CC(C(C(=O)[O-])=O)C.[Ag+] Silver 3-Methyl-2-Oxobutanate